3-(4-(isobutylcarbamoyl)-3-(methoxy-d3)phenyl)-5-methyl-1H-pyrrole-2-carboxamide C(C(C)C)NC(=O)C1=C(C=C(C=C1)C1=C(NC(=C1)C)C(=O)N)OC([2H])([2H])[2H]